Bismuth-erbium [Er].[Bi]